C=[C] carbene-carbon